tert-butyl 2,2-dimethyl-1,4-diazepane-1,4-dicarboxylate CC1(N(CCCN(C1)C(=O)[O-])C(=O)OC(C)(C)C)C